S(C1=CC=C(O1)C(=O)O)C1=CC=C(O1)C(=O)O 5,5'-sulfanediyldi(furan-2-carboxylic acid)